(1,1-dimethylsilocan-5-yl)-2-methoxy-4H-pyrrolo[2,3-d]thiazole-5-carboxamide C[Si]1(CCCC(CCC1)N1C(=CC2=C1N=C(S2)OC)C(=O)N)C